C=1(OC=CC=2C1C=CC2)CC(=O)O Cyclopenta[c]pyran-1-acetic acid